1-(4-iodophenyl)piperazine IC1=CC=C(C=C1)N1CCNCC1